4-amino-5-nitro-2-(6-azaspiro[2.5]oct-6-yl)benzoic acid NC1=CC(=C(C(=O)O)C=C1[N+](=O)[O-])N1CCC2(CC2)CC1